di-tert-butyl (2R,4R)-4-([1,1'-biphenyl]-4-yl)-6-oxopiperidine-1,2-dicarboxylate C1(=CC=C(C=C1)[C@@H]1C[C@@H](N(C(C1)=O)C(=O)OC(C)(C)C)C(=O)OC(C)(C)C)C1=CC=CC=C1